C(C)C1=NC=CC=C1NC=1N=CC2=C(N1)CN(C2)C(=O)OC(C)(C)C tert-butyl 2-[(2-ethylpyridin-3-yl) amino]-5H,6H,7H-pyrrolo[3,4-d]pyrimidine-6-carboxylate